3-ethyl-2-(2-(trifluoromethyl)piperidine-1-carbonyl)imidazo[1,2-a]Pyridine-7-carboxylic acid C(C)C1=C(N=C2N1C=CC(=C2)C(=O)O)C(=O)N2C(CCCC2)C(F)(F)F